cis-methyl 3-((1-cyclohexyl-5-(morpholine-4-carbonyl)piperidin-3-yl) sulfonyl)benzoate C1(CCCCC1)N1C[C@H](C[C@H](C1)C(=O)N1CCOCC1)S(=O)(=O)C=1C=C(C(=O)OC)C=CC1